2-{4-(dibenzothiophen-4-yl)phenyl}-1,3,2-dioxaborolane C1=CC=C(C=2SC3=C(C21)C=CC=C3)C3=CC=C(C=C3)B3OCCO3